[Bi](=[Se])=[Se].[Bi].[Sb] antimony bismuth-bismuth selenide-selenide